5-((2-aminoethyl)amino)-4-oxo-pentanoic acid NCCNCC(CCC(=O)O)=O